Cl.BrC=1C(=NC=NC1NN)Cl 5-bromo-4-chloro-6-hydrazineylpyrimidine hydrochloride